C(C1=CC=CC=C1)OC1=CC(=NC(=C1)Cl)OC 4-(benzyloxy)-6-chloro-2-methoxypyridine